COC1=CC=2CCC3=CC(=C(C(=C3C2C=C1OC)OC)OC)OC 2,3,5,6,7-pentamethoxy-9,10-dihydrophenanthrene